tris(tert-butyl)phosphine palladium [Pd].C(C)(C)(C)P(C(C)(C)C)C(C)(C)C